OCCN (hydroxymethyl)-aminomethane